lauramidohydroxypropyl-trimethylammonium chloride [Cl-].C(CCCCCCCCCCC)(=O)NC[N+](C)(C)CCCO